Oxirane-3-carboxylic acid O1CC1C(=O)O